OC1=C(C(=CC(=C1S(=O)(=O)O)CCCCC)O)C1=CC(=CC=C1)C 2,6-dihydroxy-3'-methyl-4-pentyl-[1,1'-biphenyl]-3-sulfonic acid